[N+](=O)([O-])C=1C(=NC(=CC1)C1=CC=CC=C1)NC=1C=C2CCC(C2=CC1)C(=O)OC methyl 5-[(3-nitro-6-phenylpyridin-2-yl)amino]-2,3-dihydro-1H-indene-1-carboxylate